O.S(=O)(=O)([O-])[O-].[Fe+2] ferrous sulfate-Monohydrate